O=C1NC(CCC1N1C(C2=CC=C(C=C2C1=O)CNC(C(CC1=CC=CC=C1)NN)=O)=O)=O (E)-N-((2-(2,6-dioxopiperidin-3-yl)-1,3-dioxoisoindolin-5-yl)methyl)-2-hydrazino-3-phenylpropionamide